6-amino-7-fluoro-3,3-dimethyl-1,4-dihydroquinolin-2-one NC=1C=C2CC(C(NC2=CC1F)=O)(C)C